FC=1C=C(C=CC1)C=1C=CC2=C(N(C=N2)CCC[C@H]2NCCC[C@@H]2O)C1 (2R,3S)-2-(3-(6-(3-fluorophenyl)-1H-benzo[d]imidazol-1-yl)propyl)piperidin-3-ol